NC1=NC(N(C=C1)[C@H]1[C@@H]([C@@]([C@H](O1)COP(=O)(OC1=CC=CC=C1)N[C@@H](C)C(=O)OC(C)C)(C)O)O)=O isopropyl ((((2R,3R,4R,5R)-5-(4-amino-2-oxopyrimidin-1(2H)-yl)-3,4-dihydroxy-3-methyltetrahydrofuran-2-yl)methoxy)(phenoxy)phosphoryl)-L-alaninate